7-chloro-5-(dimethylamino)-4-oxo-1-(1,3-thiazol-2-yl)-1,4-dihydro-1,8-naphthyridine-3-carboxylic acid ClC1=CC(=C2C(C(=CN(C2=N1)C=1SC=CN1)C(=O)O)=O)N(C)C